tertbutyl pyrazolidine-1-carboxylate N1(NCCC1)C(=O)OC(C)(C)C